C(C1=CC=CC=C1)N1C(C2CNCCC2C1=O)=O 2-benzyl-3a,4,5,6,7,7a-hexahydropyrrolo[3,4-c]pyridine-1,3-dione